ClC1=CC=C(C=C1)C1=N[C@H](C=2N(C3=C1C(=C(S3)C)C)C(=NN2)C)CC(=O)NCCCNC=2C(=C(C(=O)NC=3SC(=C(N3)C)C)C=CC2)C (S)-3-((3-(2-(4-(4-chlorophenyl)-2,3,9-trimethyl-6H-thieno[3,2-f][1,2,4]triazolo[4,3-a][1,4]diazepin-6-yl)acetamido)propyl)amino)-N-(4,5-dimethylthiazol-2-yl)-2-methylbenzamide